3-(2-chloro-4-(fluoromethyl)thiophen-3-yl)-7-(4-(1,2-dimethylpiperidin-4-yl)phenylamino)-1-(5-methoxypyridin-2-yl)-3,4-dihydropyrimido[4,5-d]pyrimidin-2(1H)-one ClC=1SC=C(C1N1C(N(C2=NC(=NC=C2C1)NC1=CC=C(C=C1)C1CC(N(CC1)C)C)C1=NC=C(C=C1)OC)=O)CF